tert-butyl(1-((2'-((methoxycarbonyl)amino)-4-(trifluoromethyl)-[2,4'-bipyridin]-5-yl)oxy)-2,4-dimethylpent-3-en-2-yl)carbamate C(C)(C)(C)OC(NC(COC=1C(=CC(=NC1)C1=CC(=NC=C1)NC(=O)OC)C(F)(F)F)(C=C(C)C)C)=O